1-(oxan-2-yl)pyrazolo[4,3-b]pyridin-3-ylboronic acid O1C(CCCC1)N1N=C(C2=NC=CC=C21)B(O)O